Methyl-4,7-diphenyl-1,10-phenanthroline CC1=NC2=C3N=CC=C(C3=CC=C2C(=C1)C1=CC=CC=C1)C1=CC=CC=C1